7-[[5-[3-[(dimethyl-amino)methyl]-3-fluoro-1-piperidyl]-2-pyridyl]amino]-4-(7-fluoro-imidazo[1,2-a]pyridin-3-yl)isoindolin-1-one CN(C)CC1(CN(CCC1)C=1C=CC(=NC1)NC=1C=CC(=C2CNC(C12)=O)C1=CN=C2N1C=CC(=C2)F)F